(R)-N-(5-(5-ethyl-1,2,4-oxadiazol-3-yl)-2,3-dihydro-1H-inden-1-yl)-5-methylnicotinamide C(C)C1=NC(=NO1)C=1C=C2CC[C@H](C2=CC1)NC(C1=CN=CC(=C1)C)=O